FC1=NN(C=C1C1=C(C#N)C=C(C=C1)NC1=NC(=NN1C)C=1C=NC(=CC1)F)COCC[Si](C)(C)C 2-(3-Fluoro-1-((2-(trimethylsilyl)ethoxy)methyl)-1H-pyrazol-4-yl)-5-((3-(6-fluoropyridin-3-yl)-1-methyl-1H-1,2,4-triazol-5-yl)amino)benzonitrile